4-(1-(2-chloro-4-(1-methyl-1H-imidazol-5-yl)phenyl)-1H-imidazol-4-yl)-N-(1-(methylsulfonyl)piperidin-4-yl)-5-(trifluoromethyl)pyrimidin-2-amine ClC1=C(C=CC(=C1)C1=CN=CN1C)N1C=NC(=C1)C1=NC(=NC=C1C(F)(F)F)NC1CCN(CC1)S(=O)(=O)C